N=1NC=C2NCC=CC21 2,4-dihydro-5H-pyrazolo[4,3-b]Pyridine